NC1=CC(=NN1C(C)(C)C)C1CC(CC1)N1C(C2=CC=CC=C2C1=O)=O 2-(3-(5-amino-1-(tert-butyl)-1H-pyrazol-3-yl)cyclopentyl)isoindoline-1,3-dione